(1s,3s)-N-(5-isobutyl-4-methylthiophen-2-yl)-3-((7-(5-methyl-1,2,4-oxadiazol-3-yl)isoquinolin-1-yl)amino)cyclobutane-1-carboxamide formate C(=O)O.C(C(C)C)C1=C(C=C(S1)NC(=O)C1CC(C1)NC1=NC=CC2=CC=C(C=C12)C1=NOC(=N1)C)C